(R)-4-((4-((3-((5-chloro-4-((2-(dimethylphosphoryl)phenyl)amino)pyrimidin-2-yl)amino)pyrrolidine-1-yl)methyl)piperidin-1-yl)methyl)piperidine-1-carboxylic acid tert-butyl ester C(C)(C)(C)OC(=O)N1CCC(CC1)CN1CCC(CC1)CN1C[C@@H](CC1)NC1=NC=C(C(=N1)NC1=C(C=CC=C1)P(=O)(C)C)Cl